N[C@@H](CCCNC(N)=N)C(=O)O.CC(CCC)P(CCCC)CCCC methyl-tributyl-phosphine arginine salt